C12CCCCCCCCCC=CC(COC1)C2 15-oxabicyclo[11.3.1]heptadeca-11-ene